1,1-Dimethyl-2-{(E)-2-[4-(trifluoromethyl)phenyl]ethenyl}-1H-benzo[e]indole CC1(C(=NC=2C=CC3=C(C12)C=CC=C3)\C=C\C3=CC=C(C=C3)C(F)(F)F)C